O=C1NCCC2=C(C=CC=C12)NC1=NC(=NC=C1C(=O)N)NC1=CC=C(C=C1)CC(F)(F)F 4-[(1-oxo-1,2,3,4-tetrahydroisoquinolin-5-yl)amino]-2-{[4-(2,2,2-trifluoroethyl)phenyl]amino}pyrimidine-5-carboxamide